C(C1=CC=CC=C1)C=1C(OC2=CC=C(C=C2C1C)OCC(CN1CCC(CC1)C(=O)N)O)=O 1-(3-((3-benzyl-4-methyl-2-oxo-2H-chromen-6-yl)oxy)-2-hydroxypropyl)piperidine-4-formamide